O1C=NC2=C1C=CC=C2NC(=O)C2CC(CCC2C(C)C)C N-benzoxazol-4-yl-3-p-menthanecarboxamide